6-(2-chloro-6-fluorobenzeneyl)pyridazine-3-carboxamide ClC1=C(C(=CC=C1)F)C1=CC=C(N=N1)C(=O)N